(3R,6S,9aS)-1-((E)-3-(5-ethynylthiazol-2-yl)acryloyl)-8-((S)-1-(4-hydroxybutyl)pyrrolidin-3-yl)-3-isobutyl-6-neopentyltetrahydropyrazino[2,1-c][1,2,4]oxadiazine-4,7(3H,6H)-dione C(#C)C1=CN=C(S1)/C=C/C(=O)N1O[C@@H](C(N2[C@@H]1CN(C([C@@H]2CC(C)(C)C)=O)[C@@H]2CN(CC2)CCCCO)=O)CC(C)C